trifluoromethyl cyclohexylbenzyl ether C1(CCCCC1)C(C1=CC=CC=C1)OC(F)(F)F